(S)-2-((quinolin-4-ylmethyl)amino)-9-(5,6,7,8-tetrahydro-1,8-naphthyridin-2-yl)nonanoic acid methyl ester COC([C@H](CCCCCCCC1=NC=2NCCCC2C=C1)NCC1=CC=NC2=CC=CC=C12)=O